ClCC#CC1=CC2=C(N=C3N2C2=C4C(=CN([C@@H]3C2)C([2H])([2H])[2H])C=CC=C4OC(F)F)C=C1 (7R,14R)-11-(3-chloroprop-1-yn-1-yl)-1-(difluoromethoxy)-6-(methyl-d3)-6,7-dihydro-7,14-methanobenzo[f]benzo[4,5]imidazo[1,2-a][1,4]diazocin